FC1=C(C(=CC(=C1)C=1N(C=C(N1)C(F)(F)F)C(C)C)F)CN (2,6-difluoro-4-(1-isopropyl-4-(trifluoromethyl)-1H-imidazol-2-yl)phenyl)methanamine